(7S)-N-[(1S)-2-amino-2-oxo-1-[[(3S)-2-oxopyrrolidin-3-yl]methyl]ethyl]-6-(4-methoxy-1H-indole-2-carbonyl)-6-azaspiro[3.4]octane-7-carboxamide NC([C@H](C[C@H]1C(NCC1)=O)NC(=O)[C@H]1N(CC2(CCC2)C1)C(=O)C=1NC2=CC=CC(=C2C1)OC)=O